C1(CCC2=CC=CC=C12)N1CCN(CC1)C(CN1N=C(C2=C1CCC2)C(=O)N2C[C@H]([C@H](CC2)O)F)=O 1-(4-(2,3-Dihydro-1H-inden-1-yl)piperazin-1-yl)-2-(3-((3R,4S)-3-fluoro-4-hydroxypiperidin-1-carbonyl)-5,6-dihydrocyclopenta[c]pyrazol-1(4H)-yl)ethanon